NC1=C(C=NN1C1CN(C1)C(=O)OC(C)(C)C)C(=O)OCC ethyl 5-amino-1-(1-(tert-butoxycarbonyl) azetidin-3-yl)-1H-pyrazole-4-carboxylate